4-(acryloylamino)benzoic acid C(C=C)(=O)NC1=CC=C(C(=O)O)C=C1